(R)-8-(3-(methoxymethyl)-4-methylpiperazin-1-yl)-10-methyl-1,2,3,4-tetrahydro-5H-chromeno[3,4-c]pyridin-5-one COC[C@H]1CN(CCN1C)C=1C=C(C2=C(C1)OC(C=1CNCCC12)=O)C